NC1=NC(=C(C=2N1C(N(N2)CC2=NC=C(C=C2)C)=O)C2=CC(=NC(=C2)C)CO)C2=CC=C(C=C2)F 5-amino-7-(4-fluorophenyl)-8-[2-(hydroxymethyl)-6-methyl-4-pyridyl]-2-[(5-methyl-2-pyridyl)methyl]-[1,2,4]triazolo[4,3-c]pyrimidin-3-one